Cl.NC=1C=C(NC(C)=O)C=CC1 m-aminoacetanilide hydrochloride